N-(4-chloro-8-quinolyl)pyridine-2-carboxamide ClC1=CC=NC2=C(C=CC=C12)NC(=O)C1=NC=CC=C1